O1CCOC12CC=C(CC2)C2=C(N(N=C2C(F)(F)F)C2=NC=CC=N2)N 4-(1,4-dioxaspiro[4.5]dec-7-en-8-yl)-2-pyrimidin-2-yl-5-(trifluoromethyl)pyrazol-3-amine